2-chloro-5-((4-chlorobenzyl)oxy)pyrimidine (S)-quinuclidin-3-yl-(5-(4-cyclopropylphenyl)-2,2-dimethyl-2,3-dihydro-1H-inden-1-yl)carbamate N12CC(C(CC1)CC2)N(C(O)=O)[C@H]2C(CC1=CC(=CC=C21)C2=CC=C(C=C2)C2CC2)(C)C.ClC2=NC=C(C=N2)OCC2=CC=C(C=C2)Cl